CC1(OB(OC1(C)C)C=1C=C2C3(CNC(C2=CC1)=O)CCC3)C 6'-(4,4,5,5-tetramethyl-1,3,2-dioxaborolan-2-yl)-2',3'-dihydro-1'H-spiro[cyclobutane-1,4'-isoquinolin]-1'-one